C(C=CC)(=O)OC(C)C 2-methyl-2-ethyl butenoate